6-(4-(3-(4-chloro-3-fluorophenyl)-1-(tetrahydro-2H-pyran-4-yl)-1H-pyrrolo[2,3-b]pyridine-6-carbonyl)-3,3-dimethylpiperazin-1-yl)-2,4-dimethylnicotinic acid ClC1=C(C=C(C=C1)C1=CN(C2=NC(=CC=C21)C(=O)N2C(CN(CC2)C2=NC(=C(C(=O)O)C(=C2)C)C)(C)C)C2CCOCC2)F